2-Bromophenyl-3-(4-hydroxyphenyl)prop-2-en-1-one C1=CC=C(C(=C1)C(=O)C=CC2=CC=C(C=C2)O)Br